4-(5-(2,6-dimethylphenoxy)-1-methyl-2-oxo-1,2-dihydropyridin-4-yl)-6-methyl-2-(6-methyl-pyrimidin-4-yl)-1,6-dihydro-7H-pyrrolo[2,3-c]pyridin-7-one CC1=C(OC=2C(=CC(N(C2)C)=O)C=2C3=C(C(N(C2)C)=O)NC(=C3)C3=NC=NC(=C3)C)C(=CC=C1)C